2-(4-(6-((6-chloro-4-methoxypyridin-3-yl)methoxy)pyridin-2-yl)-2,5-difluorobenzyl)-1-(4,4-dimethyltetrahydrofuran-3-yl)-1H-benzo[d]imidazole-6-carboxylic acid ClC1=CC(=C(C=N1)COC1=CC=CC(=N1)C1=CC(=C(CC2=NC3=C(N2C2COCC2(C)C)C=C(C=C3)C(=O)O)C=C1F)F)OC